(±)-tert-butyl 3-(trans-2-cyanocyclopropanecarboxamido)-6-(3-methyl-2-oxo-2,3-dihydro-1H-benzo[d]imidazol-1-yl)isoquinolin-8-ylcarbamate C(#N)[C@H]1[C@@H](C1)C(=O)NC=1N=CC2=C(C=C(C=C2C1)N1C(N(C2=C1C=CC=C2)C)=O)NC(OC(C)(C)C)=O |r|